ClC1=CC(=C(C(=O)O)C(=C1)OC(C)C)OC[C@@H]1NC[C@@H](C1)O 4-Chloro-2-(((2R,4R)-4-hydroxypyrrolidin-2-yl)methoxy)-6-isopropoxybenzoic acid